NC1=C(C(=NN1C(C)C)C1=CC=C(C=C1)Br)C#N 5-Amino-3-(4-bromophenyl)-1-isopropylpyrazole-4-carbonitrile